diazenyl-naphthalene-1-sulfonic acid N(=N)C1=C(C2=CC=CC=C2C=C1)S(=O)(=O)O